C(C)(C)(C)OC(NC1=CC(=NC(=C1)C(NC1=CC=CC=C1)=O)NC1=CC=CC=2OCOC21)=O (2-(benzo[d][1,3]dioxol-4-ylamino)-6-(phenylcarbamoyl)pyridin-4-yl)carbamic acid tert-butyl ester